5-Chloro-2-[7-(2-methoxyethyl)-7H-pyrrolo[2,3-c]pyridazin-3-yl]-3-methylphenol ClC=1C=C(C(=C(C1)O)C1=CC2=C(N=N1)N(C=C2)CCOC)C